C(C)(C)(C)N(C(O)=O)[C@H]1[C@H](NCC1)C1=C(C(=CC=C1)OC)C.ClC=1C=C(C=CC1)NCC(=O)O N-(3-chlorophenyl)glycine tert-Butyl-N-[(2R,3R)-2-(3-methoxy-2-methyl-phenyl)pyrrolidin-3-yl]carbamate